ClC1=C(C=C2C=C(N=CC2=C1)NC(=O)[C@H]1[C@H]([C@@H]1C1=NN(C=C1)C)CC)N1CCN(CC1)[C@]1(COC[C@H]1O)C (1S,2S,3S)-N-[7-chloro-6-[4-((3S,4S)-4-hydroxy-3-methyl-tetrahydrofuran-3-yl)piperazin-1-yl]-3-isoquinolyl]-2-ethyl-3-(1-methylpyrazol-3-yl)cyclopropanecarboxamide